BrC=1C=2C(C(=NC1)N(C(OC(C)(C)C)=O)C(=O)OC(C)(C)C)=CN(N2)C2OCCCC2 tert-butyl N-(7-bromo-2-tetrahydropyran-2-yl-pyrazolo[4,3-c]pyridin-4-yl)-N-tert-butoxycarbonyl-carbamate